ClC=1C=C2CCN(CC2=C(C1)[C@H]1N(CCC1)C(=O)OC(C)(C)C)C1=CC(=NC=C1)COC tert-butyl (S)-2-(6-chloro-2-(2-(methoxymethyl)pyridin-4-yl)-1,2,3,4-tetrahydroisoquinolin-8-yl)pyrrolidine-1-carboxylate